2-chloro-8-cyclopropyl-8-methyl-7,8-dihydro-6H-pyrazolo[1,5-a]pyrrolo[2,3-e]pyrimidine-6-carboxylic acid benzyl ester C(C1=CC=CC=C1)OC(=O)N1CC(C2=C1C=NC=1N2N=C(C1)Cl)(C)C1CC1